CC1=NC=C(C(=N1)C)OC[C@@]1([C@@H](C1)C(=O)O)C1=CC(=CC=C1)F (1R,2s)-2-(((2,4-dimethylpyrimidin-5-yl)oxy)methyl)-2-(3-fluorophenyl)-cyclopropanecarboxylic acid